O=C1C2=C(N=C(N1)SCC(=O)NC=1SC(=NN1)C1=CC=C(C=C1)C)N(N=C2)C2=CC=CC=C2 2-((4-oxo-1-phenyl-4,5-dihydro-1H-pyrazolo[3,4-d]pyrimidin-6-yl)thio)-N-(5-(p-tolyl)-1,3,4-thiadiazol-2-yl)acetamide